2,6-dimethoxy-4-(7-(2-methyl-[1,1'-biphenyl]-3-yl)imidazo[1,2-a]pyridin-3-yl)benzaldehyde COC1=C(C=O)C(=CC(=C1)C1=CN=C2N1C=CC(=C2)C=2C(=C(C=CC2)C2=CC=CC=C2)C)OC